4-((2-(6,8-dioxa-2-azaspiro[3.5]nonan-7-yl)ethyl)(3,5-difluoro-4-methoxybenzyl)amino)benzonitrile C1NCC12COC(OC2)CCN(C2=CC=C(C#N)C=C2)CC2=CC(=C(C(=C2)F)OC)F